7-bromo-2-cyclopropyl-3H-thieno[3,2-d]pyrimidin-4-one BrC1=CSC2=C1N=C(NC2=O)C2CC2